cyanocysteine C(#N)N[C@@H](CS)C(=O)O